ClC=1C(=C2C=NNC2=CC1C)C=1C(=NN(C1C)C1CC2(CN(C2)C(C=C)=O)C1)C1=CC2=CN(N=C2C=C1)CCN1C[C@H](CC1)F (S)-1-(6-(4-(5-chloro-6-methyl-1H-indazol-4-yl)-3-(2-(2-(3-fluoropyrrolidin-1-yl)ethyl)-2H-indazol-5-yl)-5-methyl-1H-pyrazol-1-yl)-2-azaspiro[3.3]heptan-2-yl)prop-2-en-1-one